C(C)(C)(C)OC(=O)N1CC=2CN(CC2C1)C1=NC=C(C=N1)Cl 5-(5-chloropyrimidin-2-yl)-3,4,5,6-tetrahydropyrrolo[3,4-c]pyrrole-2(1H)-carboxylic acid tert-butyl ester